carbonyl-Aminoethylenehydroxyethylidenedi-sodium C(=O)(CCC(C([Na])[Na])(O)N)*